2-(1-((1S,2S)-2-((2-(2,6-dioxopiperidin-3-yl)-1-oxoisoindolin-5-yl)oxy)cyclohexyl)azetidin-3-yl)-5-fluorobenzonitrile O=C1NC(CCC1N1C(C2=CC=C(C=C2C1)O[C@@H]1[C@H](CCCC1)N1CC(C1)C1=C(C#N)C=C(C=C1)F)=O)=O